N[C@@H](CN(C(=O)OC(C(O)CO)CCCOCCCCCCCCCCCCCCCC)C=1N=CC2=CC(=C(C=C2C1)C1=C(C2=C(OCCN2)N=C1)C)F)C hexadecanoxypropyl-glycerol (R)-2-Aminopropyl-(7-fluoro-6-(8-methyl-2,3-dihydro-1H-pyrido[2,3-b][1,4]oxazin-7-yl)isochinolin-3-yl)carbamat